1-(2-chloro-5-(4-((2-(piperidin-4-yl)ethoxy)methyl-d2)piperidine-1-carbonyl)phenyl)dihydropyrimidine-2,4(1H,3H)-dione ClC1=C(C=C(C=C1)C(=O)N1CCC(CC1)C([2H])([2H])OCCC1CCNCC1)N1C(NC(CC1)=O)=O